OC(C[C@H](N)C(=O)O)C(=O)O γ-Hydroxyglutamic acid